tert-butyl 2-(2-(bromomethyl)-6-(4-(trifluoromethyl)cyclohexyl)phenoxy)acetate BrCC1=C(OCC(=O)OC(C)(C)C)C(=CC=C1)C1CCC(CC1)C(F)(F)F